ClC1=CC=C(C=C1)C1=CC=NC(N1[C@H](CO)C)C=1C=NC(=CC1)C 6-(4-Chlorophenyl)-N-[(2S)-1-hydroxypropan-2-yl]-2-(6-methylpyridin-3-yl)pyrimidin